5-(4-ethylpiperazin-1-yl)-4-methoxy-2-nitrobenzoic acid C(C)N1CCN(CC1)C=1C(=CC(=C(C(=O)O)C1)[N+](=O)[O-])OC